(E)-4-(2-(but-2-enoyl)-2,6-diazaspiro[3.4]octan-6-yl)-6-(5-methyl-1H-indazol-4-yl)-2-(pyridin-2-ylmethoxy)pyrimidine-5-carbonitrile C(\C=C\C)(=O)N1CC2(C1)CN(CC2)C2=NC(=NC(=C2C#N)C2=C1C=NNC1=CC=C2C)OCC2=NC=CC=C2